N-[2-(5-cyano-2-oxo-1,2-dihydropyridin-1-yl)-3-{[(CIS)-4-phenylcyclohexyl]oxy}propyl]methane-sulfonamide C(#N)C=1C=CC(N(C1)C(CNS(=O)(=O)C)CO[C@@H]1CC[C@@H](CC1)C1=CC=CC=C1)=O